CC1=NC(=NC(=C1)NC)NC=1C=C(C2=C(CCO2)C1)C=1CCN(CC1)C(=O)OC(C)(C)C Tert-butyl 4-[5-[[4-methyl-6-(methylamino)pyrimidin-2-yl] amino]-2,3-dihydrobenzo-furan-7-yl]-3,6-dihydro-2H-pyridine-1-carboxylate